3,5-diethylphenol C(C)C=1C=C(C=C(C1)CC)O